C(C=C)(=O)OCCCCCCCCCCCCCCC[Si](Cl)(Cl)Cl acryloxypentadecyltrichlorosilane